CC1(CCN(CC1)C=1OC2=C(C=C(C=C2C(C1)=O)C)[C@@H](C)NS(=O)C(C)(C)C)C N-[(1R)-1-[2-(4,4-dimethyl-1-piperidyl)-6-methyl-4-oxo-chromen-8-yl]ethyl]-2-methyl-propane-2-sulfinamide